((8-ethyl-7-fluoro-3-(methoxymethoxy)naphthalen-1-yl)ethynyl)triisopropylsilane C(C)C=1C(=CC=C2C=C(C=C(C12)C#C[Si](C(C)C)(C(C)C)C(C)C)OCOC)F